CN(C1C(CCCC1)N)C (rac)-(+)-N,N-dimethyl-1,2-cyclohexanediamine